methyl-(3-(5-(2-methyl-[1,1'-biphenyl]-3-yl)-1,3,4-oxadiazol-2-yl)benzyl)-L-serine CN([C@@H](CO)C(=O)O)CC1=CC(=CC=C1)C=1OC(=NN1)C=1C(=C(C=CC1)C1=CC=CC=C1)C